[Si](C)(C)(C(C)(C)C)O[C@@H]([C@H](CC(=O)O)OC1CCCC1)C1=CC(=C(C(=C1)OC)C)OC (3S,4r)-4-((tert-butyldimethylsilyl)oxy)-3-(cyclopentyloxy)-4-(3,5-dimethoxy-4-methylphenyl)butanoic acid